N1C=CC2=C(C=CC=C12)CN1CCC2(CC1)COC1=CC=3C(N(CC3C=C12)C1C(NC(CC1)=O)=O)=O 3-(1'-((1H-indol-4-yl)methyl)-7-oxo-5,7-dihydro-2H,6H-spiro[furo[2,3-f]isoindole-3,4'-piperidin]-6-yl)piperidine-2,6-dione